FC(OC1=CC=C(C=C1)[C@@H]1CC[C@H](CC1)OC=1N=NNC1C(=O)OCOC(N(CC)CC)=O)(F)F ((diethylcarbamoyl)oxy)methyl 4-(((trans)-4-(4-(trifluoromethoxy)phenyl)cyclohexyl)oxy)-1H-1,2,3-triazole-5-carboxylate